4-methyl-7-methoxy-2-(4-quinolinylmethylenehydrazino)quinoline CC1=CC(=NC2=CC(=CC=C12)OC)NN=CC1=CC=NC2=CC=CC=C12